C(CC(O)(C(=O)O)CC(=O)O)(=O)O.FC1=CC=C(S1)CC[C@@]1(CN(CC1)C(C)(C)C=1C=CC(=NC1)C)[C@@H]1OCCC2=CC=CC=C12 |o1:21,36| 5-(2-((R or S)-3-(2-(5-fluorothiophen-2-yl)ethyl)-3-((R or S)-isochroman-1-yl)pyrrolidin-1-yl)propan-2-yl)-2-methylpyridine citrate